C(C)C=1C(NC=2C=C(C=NC2C1)CN1CCC(=CC1)C=1C=NC(=CC1)C(=O)NC([2H])([2H])[2H])=O 1'-((7-ethyl-6-oxo-5,6-dihydro-1,5-naphthyridin-3-yl)methyl)-N-(methyl-d3)-1',2',3',6'-tetrahydro-[3,4'-bipyridine]-6-carboxamide